O=C1C=CC=C(N1)S(=O)(=O)NC(=O)C=1C=NC=CC1 N-[(6-oxo-1H-pyridin-2-yl)sulfonyl]pyridine-3-carboxamide